CC1=CN=C(S1)NC1=CC2=C(C(=N1)OC1CN(CC1)C(C=C)=O)C=CN2CC2(CC2)C(F)(F)F 1-(3-((6-((5-methylthiazol-2-yl)amino)-1-((1-(trifluoromethyl)cyclopropyl)methyl)-1H-pyrrolo[3,2-c]pyridin-4-yl)oxy)pyrrolidin-1-yl)prop-2-en-1-one